N[C@@H](CC(=O)O)C(=O)OC (S)-3-amino-4-methoxy-4-oxobutanoic acid